BrC=1N=CC=2N(C1)C(=CN2)C2=NC(=NC=C2)N2C(C(NC(C2)C)C=2C=NNC2)C 6-Bromo-3-(2-(2,5-dimethyl-3-(1H-pyrazol-4-yl)piperazin-1-yl)pyrimidin-4-yl)imidazo[1,2-a]pyrazine